2-(methoxymethyl)-2-methyl-1,3-propanediol COCC(CO)(CO)C